2'-deoxy-2',2'-difluorocytidine monohydrochloride Cl.FC1([C@@H](O[C@@H]([C@H]1O)CO)N1C(=O)N=C(N)C=C1)F